(trifluoromethyl)quinazolin FC(F)(F)C1=NC2=CC=CC=C2C=N1